tris(4-(3-methoxy-4-aminophenoxy)phenyl)ethane COC=1C=C(OC2=CC=C(C=C2)C(C)(C2=CC=C(C=C2)OC2=CC(=C(C=C2)N)OC)C2=CC=C(C=C2)OC2=CC(=C(C=C2)N)OC)C=CC1N